N1C[C@@H](CCC1)NC=1C=CC=2N(N1)C=CN2 (R)-N-(piperidin-3-yl)imidazo[1,2-b]pyridazin-6-amine